C(C)(=O)NC1=CC=C(C(=O)NC2=C(C=CC(=C2)C=2SC=CC2)NC(OC(C)(C)C)=O)C=C1 Tert-butyl (2-(4-acetamidobenzamido)-4-(thiophen-2-yl)phenyl)carbamate